C(C(=O)[O-])(=O)[O-].NC(CC(C(CCC[NH2+][C@H]1C2=C(N(S(C3=C1C=CC(=C3)Cl)(=O)=O)C)C=CC=C2)([2H])[2H])([2H])[2H])=O.NC(CC(C(CCC[NH2+][C@H]2C3=C(N(S(C1=C2C=CC(=C1)Cl)(=O)=O)C)C=CC=C3)([2H])[2H])([2H])[2H])=O (S)-N-(7-amino-7-oxoheptyl-4,4,5,5-d4)-3-chloro-6-methyl-6,11-dihydrodibenzo[c,f][1,2]thiazepine-11-aminium 5,5-dioxide oxalate